4-(4-(6-(4-isopropyl-5-(8-methoxy-[1,2,4]triazolo[1,5-a]pyridin-6-yl)-1H-pyrazol-3-yl)pyridin-3-yl)cyclohexyl)piperazin-2-one C(C)(C)C=1C(=NNC1C=1C=C(C=2N(C1)N=CN2)OC)C2=CC=C(C=N2)C2CCC(CC2)N2CC(NCC2)=O